C1(=CC(=CC(=C1)C)C)P(C1=CC(=CC(=C1)C)C)C1=CC(=CC(=C1)C)C tris-3,5-xylylphosphine